2'-O-fluorouridine FO[C@H]1[C@@H](O[C@@H]([C@H]1O)CO)N1C(=O)NC(=O)C=C1